N1(CCCCC1)C1CCN(CC1)C1=CC(=C(C=C1CC)NC1=NC=C(C(=N1)NC1=CC=C(C(=C1P(C)(C)=O)C)C)Cl)OC (6-((2-((4-([1,4'-bipiperidin]-1'-yl)-5-ethyl-2-methoxyphenyl)amino)-5-chloropyrimidin-4-yl)amino)-2,3-dimethylphenyl)dimethylphosphine oxide